BrC=1C=CC(=NC1)C(C(F)(F)F)N1CC2(COC2)CC1=O 6-(1-(5-Bromopyridin-2-yl)-2,2,2-trifluoroethyl)-2-oxa-6-azaspiro[3.4]octan-7-one